[Ge].[Ge] GERMANIUM (GERMANIUM)